2-(2-phenyl-4-(phenylamino)-7H-pyrrolo[2,3-d]pyrimidin-6-yl)acetic acid ethyl ester C(C)OC(CC1=CC2=C(N=C(N=C2NC2=CC=CC=C2)C2=CC=CC=C2)N1)=O